(2S)-2-(2,6-dichlorobenzamido)-3-(2-(6-guanidinochroman-4-ylamino)acetamido)propanoic acid ClC1=C(C(=O)N[C@H](C(=O)O)CNC(CNC2CCOC3=CC=C(C=C23)NC(=N)N)=O)C(=CC=C1)Cl